C12(C=CC(CC1)C2)N norbornene-monoamine